(2R,4R)-1-(3-chloro-2-fluorobenzyl)-4-((3-fluoro-6-((5-methyl-1H-pyrazol-3-yl)amino)-4-(methylsulfonyl)pyridin-2-yl)methyl)-2-methylpiperidine-4-carboxylic acid ClC=1C(=C(CN2[C@@H](C[C@@](CC2)(C(=O)O)CC2=NC(=CC(=C2F)S(=O)(=O)C)NC2=NNC(=C2)C)C)C=CC1)F